7-bromo-6-chloro-8-Fluoroquinoline-2,4-diol BrC1=C(C=C2C(=CC(=NC2=C1F)O)O)Cl